BrC1=CC=CC2=C1OC(CO2)C2=NC=C(C=C2)Cl 2-(8-bromo-2,3-dihydrobenzo[b][1,4]dioxin-2-yl)-5-chloropyridine